bis-(dimethyldiaminocyclohexyl)methane CC1C(CCC(C1)(N)N)(C)CC1(C(CC(CC1)(N)N)C)C